[Mg].[Sm] samarium-magnesium